methyl 7-(1-(adamantan-1-ylmethyl)-5-methyl-1H-pyrazol-4-yl)-3-(5-bromopyridin-2-yl)imidazo[1,2-a]pyridine-8-carboxylate C12(CC3CC(CC(C1)C3)C2)CN2N=CC(=C2C)C2=C(C=3N(C=C2)C(=CN3)C3=NC=C(C=C3)Br)C(=O)OC